1,4-diiodobiphenyl IC1(CC=C(C=C1)I)C1=CC=CC=C1